ClC1=CC=C(C(=C1C(=O)NCC)C)O 6-chloro-N-ethyl-3-hydroxy-2-methyl-benzamide